4-[8-(3-methoxycyclobutyl)-2-methylsulfanyl-7-oxo-pyrido[2,3-d]pyrimidin-6-yl]-8-methyl-2,3-dihydroquinoxaline-1-carboxylic acid tert-butyl ester C(C)(C)(C)OC(=O)N1CCN(C2=CC=CC(=C12)C)C1=CC2=C(N=C(N=C2)SC)N(C1=O)C1CC(C1)OC